ClC1=NC=C(C(=N1)Cl)CNC1=C(C=CC=C1C)C (2,4-Dichloro-pyrimidin-5-ylmethyl)-(2,6-dimethyl-phenyl)-amine